CC1=CC=C(C=C1)S(=O)(=O)O.NC/C(/COC1=CC2=C(N=C(O2)NCC=2C=NC(=CC2)C(F)(F)F)C=C1)=C/F (Z)-6-((2-(amino-methyl)-3-fluoro-allyl)oxy)-N-((6-(trifluoromethyl)-pyridin-3-yl)-methyl)benzo[d]-oxazol-2-amine 4-methylbenzene-sulfonate